(S)-2-(1H-indol-5-yl)-6-((2-oxopyrrolidin-3-yl)oxy)pyrimidine-4-carboxamide N1C=CC2=CC(=CC=C12)C1=NC(=CC(=N1)C(=O)N)O[C@@H]1C(NCC1)=O